[Ni+2].C(C)(C)(C=1OC(C(N1)C1=CC=CC=C1)C1=CC=CC=C1)C=1OC(C(N1)C1=CC=CC=C1)C1=CC=CC=C1 isopropylidenebis[4,5-dihydro-4,5-diphenyl-oxazol] nickel (II)